COP(=O)(C)NCCCN(CCCCCCCC(=O)OC(CCCCCCCC)CCCCCCCC)CCCCCCCC(OC(CC)CCCCCCCC)=O Heptadecan-9-yl 8-((3-((methoxy(methyl)phosphoryl)amino)propyl)(8-oxo-8-(undecan-3-yloxy)octyl)amino)octanoate